CC1=C(C(=C(OC=2C(=C(C=CC2)O)OC2=C(C(=C(C=C2)C)C)C)C=C1)C)C di(trimethylphenoxy)phenol